2,6-bis[tribromomethyl]pyridine BrC(C1=NC(=CC=C1)C(Br)(Br)Br)(Br)Br